FC=1C=C2CCCOC2=CC1 (S)-6-fluoro-chromane